C(=O)(O)CCC1(C2=CC(=CC=C2C=2C=CC(=CC12)C1=CC=CC=C1)C1=CC=CC=C1)CCC(=O)O 9,9-bis(2-carboxyethyl)-2,7-diphenylfluorene